O[C@@H]([C@@H](C)[C@H]1CC[C@H]2[C@@H]3CC[C@@H]4C[C@@](CC[C@@H]4[C@H]3CC[C@]12C)(O)C(F)(F)F)C1=CC=C(C=C1)C (3R,5R,8R,9R,10S,13S,14S,17R)-17-((1S,2S)-1-hydroxy-1-(p-tolyl)propan-2-yl)-13-methyl-3-(trifluoromethyl)hexadecahydro-1H-cyclopenta[a]phenanthren-3-ol